bromo-2,2-dimethyl-2,3-dihydro-1H-inden-1-one BrC1C(C(C2=CC=CC=C12)=O)(C)C